(S)-3-Hydroxy-3-(3-(2-(5-tosyl-5H-pyrrolo[2,3-b]pyrazin-7-yl)thiazol-4-yl)phenyl)-1-(2,2,2-trifluoroethyl)pyrrolidin-2-one O[C@]1(C(N(CC1)CC(F)(F)F)=O)C1=CC(=CC=C1)C=1N=C(SC1)C1=CN(C2=NC=CN=C21)S(=O)(=O)C2=CC=C(C)C=C2